The molecule is a desulfoglucosinolic acid resulting from the formal condensation of the thiol group of N-hydroxy-3-phenylpropanethioamide with beta-D-glucopyranose. It has a role as an Arabidopsis thaliana metabolite. C1=CC=C(C=C1)CCC(=NO)S[C@H]2[C@@H]([C@H]([C@@H]([C@H](O2)CO)O)O)O